3-BENZYLIDENE-2-OXO-CYCLOHEXANECARBALDEHYDE C(C1=CC=CC=C1)=C1C(C(CCC1)C=O)=O